FC(C1=C(C=CC=C1)C1=CC=C2CCCC(C2=C1)NC(O[C@@H]1CN2CCC1CC2)=O)(F)F (S)-quinuclidin-3-yl (7-(2-(trifluoromethyl)phenyl)-1,2,3,4-tetrahydronaphthalen-1-yl)carbamate